n-hexadecyl 3,5-di-tert-butyl-4-hydroxy-benzoate C(C)(C)(C)C=1C=C(C(=O)OCCCCCCCCCCCCCCCC)C=C(C1O)C(C)(C)C